4-cyanoaniline C(#N)C1=CC=C(N)C=C1